C1=CCOC2=C1C1=CC=CC=C1C=C2 naphthpyrane